4,7-dibromo-2-isobutyl-benzotriazole BrC1=CC=C(C2=NN(N=C21)CC(C)C)Br